(R)-4-(2-chloro-7-(3-Methyl-1H-pyrazol-4-yl)thieno[3,2-d]pyrimidin-4-yl)-3-methylmorpholine ClC=1N=C(C2=C(N1)C(=CS2)C=2C(=NNC2)C)N2[C@@H](COCC2)C